CC1=CC=C(C=C1)S toluenethiol